ClC1=C(\C=C/2\C(N(C(C2)=O)CCCCCCC(=O)OCC)=O)C=CC=C1 ethyl (E)-7-(3-(2-chlorobenzylidene)-2,5-dioxopyrrolidinyl)heptanoate